FC(CN(C1=NC(N(C2=CC=C(C(=C12)F)F)C([2H])([2H])[2H])=O)C1=CC(=NC=C1)C#CC=1C=NN(C1)C)F 4-[2,2-difluoroethyl-[2-[2-(1-methylpyrazol-4-yl)ethynyl]-4-pyridyl]amino]-5,6-difluoro-1-(trideuteriomethyl)quinazolin-2-one